C(C1=CC=CC=C1)O[C@H]1[C@H](C(O[C@@H]1COCC1=CC=CC=C1)O)OC (3R,4R,5R)-4-(benzyloxy)-5-((benzyloxy)methyl)-3-methoxytetrahydrofuran-2-ol